COC(C(CC)C)=O.COC1=C(C(=O)NCC(F)(F)F)C(=CC(=C1)N1C=NC2=C1C=CC(=C2)C2=NC=CN=C2)OC 2,6-dimethoxy-4-(5-pyrazin-2-ylbenzimidazol-1-yl)-N-(2,2,2-trifluoroethyl)benzamide methyl-2-methylbutyrate